5-phenyl-3-(3-((5-(4-phenylpiperazin-1-yl)pentyl)oxy)phenyl)-1H-pyrazol C1(=CC=CC=C1)C1=CC(=NN1)C1=CC(=CC=C1)OCCCCCN1CCN(CC1)C1=CC=CC=C1